(S)-2-Amino-N'-(2,4-dihydroxy-3-(hydroxymethyl)-benzylidene)-3-hydroxypropanehydrazide N[C@H](C(=O)NN=CC1=C(C(=C(C=C1)O)CO)O)CO